CC1=C(C=CC(=C1CC)OCC(C)C)O 2-methyl-3-ethyl-4-isobutoxyphenol